γ-methacryloxypropyl-tributoxysilane C(C(=C)C)(=O)OCCC[Si](OCCCC)(OCCCC)OCCCC